N[C@H]1C[C@@H](CC1)C(=O)NC1=CC(=C(C=C1)C)OC (1R,3R)-3-Amino-N-(3-methoxy-4-methylphenyl)cyclopentanecarboxamide